[C@H]12OC[C@H](N(C1)CCCOC1=NC3=C(C=C(C=C3C(=N1)N1C[C@H]3CC[C@@H](C1)N3)Cl)F)C2 2-(3-((1R,4R)-2-oxa-5-azabicyclo[2.2.1]heptan-5-yl)propoxy)-4-((1R,5S)-3,8-diazabicyclo[3.2.1]octan-3-yl)-6-chloro-8-fluoro-quinazolin